OC1=CC=C(C=C1)N1C(N(C(CC1)=O)CC1=CC=C(C=C1)OC)=O (4-hydroxyphenyl)-3-[(4-methoxyphenyl)methyl]hexahydropyrimidine-2,4-dione